isopropyl N-[4-[5-[4-(benzylcarbamoylamino)-2-(tert-butylsulfamoyl)phenyl]thiazol-2-yl]cyclohexyl]carbamate C(C1=CC=CC=C1)NC(=O)NC1=CC(=C(C=C1)C1=CN=C(S1)C1CCC(CC1)NC(OC(C)C)=O)S(NC(C)(C)C)(=O)=O